2,2-dimethoxysilacyclopentane methyl-(2R)-2-[(tert-butoxycarbonyl)amino]-3-{3-[(4,4,5,5-tetramethyl-1,3,2-dioxaborolan-2-yl)methoxy]phenyl}propanoate COC([C@@H](CC1=CC(=CC=C1)OCB1OC(C(O1)(C)C)(C)C)NC(=O)OC(C)(C)C)=O.COC1([SiH2]CCC1)OC